ClC1=C(C=CC=C1Cl)N1[C@H]2CN([C@@H](C1)C2)CC=2C=C1C(N(C(C1=CC2)=O)N2C(NC(CC2)=O)=O)=O 5-(((1r,4r)-5-(2,3-dichlorophenyl)-2,5-diazabicyclo[2.2.1]heptane-2-yl)methyl)-2-(2,4-dioxotetrahydropyrimidin-1(2H)-yl)isoindoline-1,3-dione